BrC1=NN(C(=C1C(N)=O)NCCOC)[C@@H]1CN(CC1)C(=O)OC(C)(C)C tert-butyl (3S)-3-[3-bromo-4-carbamoyl-5-[(2-methoxyethyl)amino]pyrazol-1-yl]pyrrolidine-1-carboxylate